N(N)C1=NN(C2=NC=NC=C21)C2=CC=CC=C2 Hydrazinyl-1-phenyl-1H-pyrazolo[3,4-d]pyrimidine